(2Z)-6-hydroxy-2-(isoquinolin-1-ylmethylene)-1-benzofuran-3(2H)-one OC1=CC2=C(C(/C(/O2)=C/C2=NC=CC3=CC=CC=C23)=O)C=C1